N-(3-(3-nitro-4-(1-oxo-1,2,3,4-tetrahydroisoquinolin-6-yl)-1H-pyrazol-1-yl)phenyl)acrylamide [N+](=O)([O-])C1=NN(C=C1C=1C=C2CCNC(C2=CC1)=O)C=1C=C(C=CC1)NC(C=C)=O